1-tert-butyl 2-methyl 4-bromo-1H-indole-1,2-dicarboxylate BrC1=C2C=C(N(C2=CC=C1)C(=O)OC(C)(C)C)C(=O)OC